1-tridecen-3,5,7,9,11-pentayne C=CC#CC#CC#CC#CC#CC